di-tert-butyl 5-((S)-2-(4-(5-chloro-2-(1H-tetrazol-1-yl) phenyl)-2,3-dioxopiperazin-1-yl)-3-(4-(3-((S)-4-hydroxybut-2-yl) ureido) phenyl) propanamido)-1H-indole-1,2-dicarboxylate ClC=1C=CC(=C(C1)N1C(C(N(CC1)[C@H](C(=O)NC=1C=C2C=C(N(C2=CC1)C(=O)OC(C)(C)C)C(=O)OC(C)(C)C)CC1=CC=C(C=C1)NC(=O)N[C@@H](C)CCO)=O)=O)N1N=NN=C1